benzonorbornene-2,3-dicarboxylic anhydride C12C3=C(C4CC1C(=O)OC(=O)C42)C=CC=C3